(tert-butyl 1-((6H-isochromeno[3,4-c]pyridin-8-yl)amino)-3-(4-fluorophenyl)-1-oxopropan-2-yl)carbamate C(C)(C)(C)C(C(C(=O)NC=1C=CC2=C(C1)COC1=CN=CC=C12)NC([O-])=O)C1=CC=C(C=C1)F